N-[1-(hydroxymethyl)cyclopropyl]-2-methyl-5-[(pyridin-2-yl)methoxy]furo[2,3-c]pyridine-3-carboxamide OCC1(CC1)NC(=O)C1=C(OC2=CN=C(C=C21)OCC2=NC=CC=C2)C